tert-Butyl (2S)-2-(((4-(4-((benzyloxy)carbonyl)-3-(cyanomethyl)piperazin-1-yl)-7-(naphthalen-1-yl)-5,6,7,8-tetrahydropyrido[3,4-d]pyrimidin-2-yl)oxy)methyl)morpholine-4-carboxylate C(C1=CC=CC=C1)OC(=O)N1C(CN(CC1)C=1C2=C(N=C(N1)OC[C@@H]1CN(CCO1)C(=O)OC(C)(C)C)CN(CC2)C2=CC=CC1=CC=CC=C21)CC#N